(1-Pyridin-3-yl-pyrrolidin-3(R)-yl)-(3,6,7,8-tetrahydro-1H-2,5-diaza-as-indacen-2-yl)-methanone N1=CC(=CC=C1)N1C[C@@H](CC1)C(=O)N1CC2=C3CCCC3=NC=C2C1